5-methylmorpholine-4-carboxylate CC1COCCN1C(=O)[O-]